5'-hydroxy-4'-methyl-spiro[cyclopropane-1,3'-indoline] OC=1C(=C2C3(CNC2=CC1)CC3)C